C(\C=C\C1=CC=C(C=C1)O)(=O)NCCCCN N'-p-Coumaroyl-putrescine